N-(3-((5-(3-(difluoromethoxy)phenyl)-2-((1-methyl-1H-pyrazol-4-yl)amino)pyrimidin-4-yl)amino)-4-fluorophenyl)acrylamide trifluoroacetate FC(C(=O)O)(F)F.FC(OC=1C=C(C=CC1)C=1C(=NC(=NC1)NC=1C=NN(C1)C)NC=1C=C(C=CC1F)NC(C=C)=O)F